FC(C1=CC=C(C(=O)ON=C2CC(C2)C2=CC=C(C=C2)C(C)(C)C)C=C1)(F)F 3-(4-(tert-butyl)phenyl)cyclobutan-1-one O-(4-(trifluoromethyl)benzoyl) oxime